O[C@@H]1C[C@H](N(C1)C([C@H](C(C)(C)C)NC(OC(C)(C)C)=O)=O)C(NCC1=CC=C(C=C1)C1=C(N=CS1)C)=O tert-butyl ((S)-1-((2S,4R)-4-hydroxy-2-((4-(4-methylthiazol-5-yl)benzyl) carbamoyl) pyrrolidin-1-yl)-3,3-dimethyl-1-oxobutan-2-yl)carbamate